(R)-N-(3,3-difluoro-1-methylcyclobutyl)-4-(2,2-difluoro-7-((5-methoxy-7-methyl-1H-indol-4-yl)methyl)-7-azaspiro[3.5]nonan-6-yl)benzamide FC1(CC(C1)(C)NC(C1=CC=C(C=C1)[C@H]1CC2(CC(C2)(F)F)CCN1CC1=C2C=CNC2=C(C=C1OC)C)=O)F